(2R)-3-[2-[(2S)-8-chloro-4-oxo-chroman-2-yl]-5-(trifluoromethyl)phenoxy]-2-(sulfamoylamino)propionic acid ClC=1C=CC=C2C(C[C@H](OC12)C1=C(OC[C@H](C(=O)O)NS(N)(=O)=O)C=C(C=C1)C(F)(F)F)=O